OCC1(CCC1)NC(=O)C1=C(SC2=C1C=C(C=C2)OCC2=NC=CC=C2)C N-[1-(hydroxymethyl)cyclobutyl]-2-methyl-5-[(pyridin-2-yl)methoxy]-1-benzothiophene-3-carboxamide